tris(2-(t-butyl)-4-methoxyphenyl)phosphine oxide C(C)(C)(C)C1=C(C=CC(=C1)OC)P(C1=C(C=C(C=C1)OC)C(C)(C)C)(C1=C(C=C(C=C1)OC)C(C)(C)C)=O